Difluoropinacolone diacetate C(C)(=O)O.C(C)(=O)O.FC(C(C(C)(C)C)=O)F